N-(5-((4-chlorobenzyl)oxy)-1,3,4-thiadiazol-2-yl)-4-(2-ethynylphenyl)-6-methylpyridine-3-carboxamide ClC1=CC=C(COC2=NN=C(S2)NC(=O)C=2C=NC(=CC2C2=C(C=CC=C2)C#C)C)C=C1